C(CC)C1=CC=CC2=C1OC1=C2C=CC=C1 4-propyldibenzo[b,d]furan